[Cu].[Ce].[Co].C1(CCCCC1)B(OS(=O)(=O)C(F)(F)F)C1CCCCC1 dicyclohexyl-(trifluoromethanesulfonyloxy)borane COBALT-CERIUM-COPPER